C1=CC=C(C=C1)OCC(=O)[O-] The molecule is a monocarboxylic acid anion that is the conjugate base of phenoxyacetic acid. It has a role as a human xenobiotic metabolite. It is a conjugate base of a phenoxyacetic acid.